C(C=C)(=O)N1[C@@H](C[C@H](CC1)N1C=NC=2C(=NC=3C(=C(C(=CC3C21)Cl)C2=CC=C(C=C2)F)F)N2CC(C2)(C)N(C)C)CC#N ((2S,4S)-1-acryloyl-4-(8-chloro-4-(3-(dimethylamino)-3-methylazetidin-1-yl)-6-fluoro-7-(4-fluorophenyl)-1H-imidazo[4,5-c]quinolin-1-yl)piperidin-2-yl)acetonitrile